(1S,3S)-3-((6-(4-((((2-Cyclopropylethyl)(methyl)carbamoyl)oxy)methyl)-3-methylisoxazol-5-yl)-2-methylpyridin-3-yl)oxy)cyclohexanecarboxylic acid C1(CC1)CCN(C(=O)OCC=1C(=NOC1C1=CC=C(C(=N1)C)O[C@@H]1C[C@H](CCC1)C(=O)O)C)C